ClC1=CC=C(C=C1)[C@@]1(N(C(C2=CC(=CC(=C12)F)C(CN(C)C)(C)O)=O)CC1=NC=C(C=C1)Cl)O[C@@H]1CC(CC1)=O (3R)-3-(4-chlorophenyl)-2-[(5-chloropyridin-2-yl)methyl]-6-[1-(dimethylamino)-2-hydroxypropan-2-yl]-4-fluoro-3-[(3S)-oxocyclopent-3-yloxy]-2,3-dihydro-1H-isoindol-1-one